O1C(OCCC1)CCCCC[Li] [5-(1,3-dioxan-2-yl)pentyl]lithium